OC1CCN(CC1)C(=O)[S@](=O)C (R)-(4-hydroxy-piperidin-1-yl)-(methylsulfinyl)-methanone